2-oxospiro[indole-3,3'-pyrrolidine]-5'-carboxamide hydrochloride Cl.O=C1NC2=CC=CC=C2C12CNC(C2)C(=O)N